C1(CC1)N1C(N(C=2C(C1=O)=C(N(C(C2C)=O)C)NC2=C(C=C(C=C2)I)F)C=2C=C(C=CC2)NC(C)=O)=O N-[3-[3-Cyclopropyl-5-(2-fluoro-4-iodophenylamino)-6,8-dimethyl-2,4,7-trioxo-1,2,3,4,6,7-hexahydropyrido[4,3-d]pyrimidin-1-yl]phenyl]acetamide